methyl (2E)-2-[2-[[(Z)-[1-(3,4-difluorophenyl)-2-methoxy-ethylidene]amino]oxymethyl]-3-methyl-phenyl]-2-methoxyimino-acetate FC=1C=C(C=CC1F)/C(/COC)=N/OCC1=C(C=CC=C1C)\C(\C(=O)OC)=N/OC